C(C)(C)(C)OC(=O)N1CCN(CC1)C1=C2CC(CC2=CC=C1)(F)F.CC(C)(C)SN (S)-(-)-2-methyl-2-propanesulfenamide tert-Butyl-4-(2,2-difluoro-2,3-dihydro-1H-inden-4-yl)piperazine-1-carboxylate